C(C)(=O)OCC(C[C@H]1O[C@@H]([C@H]([C@H]1OCC1=CC=CC=C1)OCC1=CC=C(C=C1)OC)CC([C@@]1(OCC=CC1=O)OC(C)=O)OC(C)=O)OC(C)=O 3-((2R,3S,4R,5R)-5-((1S)-acetoxy((2R)-acetoxy-3-oxo-3,6-dihydro-2H-pyran-2-yl)ethyl)-3-(benzyloxy)-4-((4-methoxybenzyl)oxy)tetrahydrofuran-2-yl)propane-1,2-diyl diacetate